bis(4-cyanooxy-3,5-dimethylphenyl)methane C(#N)OC1=C(C=C(C=C1C)CC1=CC(=C(C(=C1)C)OC#N)C)C